OC(CCCCCCCCCCCCCC(=O)O)CCCCCCC 15-Hydroxy-docosanoic acid